4-fluoro-pyrimidine-6-carbonitrile FC1=NC=NC(=C1)C#N